11-chloro-13-methoxy-2-phenylbenzo[c]pyrazino[2,3-g]pyrazolo[1,5-a][1,5]naphthyridine ClC1=NC2=C(N=C3C4=C(C=5N(C3=C2OC)N=C(C5)C5=CC=CC=C5)C=CC=C4)N=C1